(R)-N-(5-chloro-2-ethoxybenzyl)pyrrolidin-3-amine ClC=1C=CC(=C(CN[C@H]2CNCC2)C1)OCC